(4-bromophenyl)-3-chloro-7-((3,3-dimethylmorpholino)methyl)-6-phenyl-5a,6,7,8-tetrahydro-8aH-cyclopenta[4,5]furo[3,2-b]pyridine-8,8a-diol BrC1=CC=C(C=C1)C1=C(C=C2C(=N1)C1(C(O2)C(C(C1O)CN1C(COCC1)(C)C)C1=CC=CC=C1)O)Cl